FC=1C=CC(=NC1)NC(CN1C=2N(C(C3=C1C(N(C3)C(C)C)=O)=O)N=C(C2)C2CCNCC2)=O 4-[4-{2-[(5-Fluoropyridin-2-yl)amino]-2-oxoethyl}-5,8-dioxo-6-(propan-2-yl)-5,6,7,8-tetrahydro-4H-pyrazolo[1,5-a]pyrrolo[3,4-d]pyrimidin-2-yl]piperidin